1-(8-(7-(2-aminobenzo[d]thiazol-4-yl)-6-chloro-8-fluoro-2-(((S)-1-methylpyrrolidin-2-yl)methoxy)-quinazolin-4-yl)-5,8-diazaspiro-[2.6]nonan-5-yl)prop-2-en-1-one NC=1SC2=C(N1)C(=CC=C2)C2=C(C=C1C(=NC(=NC1=C2F)OC[C@H]2N(CCC2)C)N2CCN(CC1(CC1)C2)C(C=C)=O)Cl